5-methoxy-2-morpholino-6-(5-(pyridazin-3-yl)pyridin-3-yl)-N-(pyridin-4-yl)pyrimidin-4-amine COC=1C(=NC(=NC1C=1C=NC=C(C1)C=1N=NC=CC1)N1CCOCC1)NC1=CC=NC=C1